N1C=CC2=CC(=CC=C12)C1=CNC2=NC=C(C=C21)C2=CC(=C(C(=C2)OC)OC)OC 3-(1H-indol-5-yl)-5-(3,4,5-trimethoxyphenyl)-1H-pyrrolo[2,3-b]pyridine